tert-butylcarbonyl-4-methylphenylsulfonyl-diazomethane C(C)(C)(C)C(=O)C(=[N+]=[N-])S(=O)(=O)C1=CC=C(C=C1)C